6-(2-(3-chlorophenyl)acetyl)-2-(1-phenylcyclopropyl)-5,6,7,8-tetrahydropyrido[4,3-d]pyrimidin-4(3H)-one ClC=1C=C(C=CC1)CC(=O)N1CC2=C(N=C(NC2=O)C2(CC2)C2=CC=CC=C2)CC1